C(C)(=O)NC=1C=C2C(=CN1)N(C=C2C2=CC(=CC(=N2)S(=O)(=O)Cl)C)C 6-(5-acetamido-1-methyl-1H-pyrrolo[2,3-c]pyridin-3-yl)-4-methylpyridine-2-sulfonyl chloride